NC[C@@H](CO)NC(OCC1=CC=CC=C1)=O benzyl (S)-(1-amino-3-hydroxypropan-2-yl)carbamate